BrC=1C=C(C(=NC1C1=CC=C(C=C1)F)N)F 5-bromo-3-fluoro-6-(4-fluorophenyl)pyridin-2-amine